CNC(C1=NC=C(C=C1)N1CCN(CC1)CC1=CC(=NC=C1)NS(NC)(=O)=O)=O N-methyl-5-(4-((2-((N-methylsulfamoyl)amino)pyridin-4-yl)methyl)piperazin-1-yl)picolinamide